FC(C(=O)O)(F)F.COC1=NC=NC(=C1)O[C@H]1CN[C@H](C1)C 4-Methoxy-6-(((3r,5s)-5-methylpyrrolidin-3-yl)oxy)pyrimidine trifluoroacetate salt